C1(CC1)C1=CNC2=C1N(C(C=C2)=O)C2=CC(=C(C=C2)S(=O)(=O)C)C 3-cyclopropyl-4-(3-methyl-4-methanesulfonyl-phenyl)-1H-pyrrolo[3,2-b]pyridin-5-one